N1=NN(C2=NC=CC=C21)[OH2+] ({3H-[1,2,3]triazolo[4,5-b]pyridin-3-yl})oxidanium